C1(=CC=CC=C1)OC(NC=1C=NC(=C(C1)Cl)OC(F)F)=O N-[5-chloro-6-(difluoromethoxy)-3-pyridinyl]-carbamic acid phenyl ester